BrC=1C=CC(=C(O[C@H](CO)CO[Si](C)(C)C(C)(C)C)C1)F (2R)-2-(5-bromo-2-fluorophenoxy)-3-[(tert-butyldimethylsilyl)oxy]propan-1-ol